Cl.CN(C1C(=C(C(C2(C(=C3C(C4=C(C=CC(=C4CC3CC12)N(C)C)O)=O)O)O)=O)C(=O)N)O)C 4,7-Bis-dimethylamino-3,10,12,12a-tetrahydroxy-1,11-dioxo-1,4,4a,5,5a,6,11,12a-octahydro-naphthacene-2-carboxylic acid amide hydrochloride